C(C)(C)(C)C1=NC(=NO1)C(=O)NCC1=C(C=C(C=C1)C1=C(C=NC=C1)N1CCN(CC1)C(=O)OC(C)(C)C)C tert-butyl 4-[4-[4-[[(5-tert-butyl-1,2,4-oxadiazole-3-carbonyl)amino]methyl]-3-methyl-phenyl]-3-pyridyl]piperazine-1-carboxylate